C(CCCCCC(C)C)OC(CCC1C(CC(CC1)CCC(=O)OCCCCCCC(C)C)CCC(=O)OCCCCCCC(C)C)=O Tri(isononyl)-cyclohexan-1,2,4-tripropionat